3-butyl-3-methyl-2,4-pentanediol benzoate benzenesulfonate C1(=CC=CC=C1)S(=O)(=O)OC(C(C(C)OC(C1=CC=CC=C1)=O)(C)CCCC)C